Bis(2,6-dichloro-3,4,5-trimethoxybenzoyl)-2,5-dimethylphenylphosphine oxide ClC1=C(C(=O)P(C2=C(C=CC(=C2)C)C)(C(C2=C(C(=C(C(=C2Cl)OC)OC)OC)Cl)=O)=O)C(=C(C(=C1OC)OC)OC)Cl